tert-butyl (2-(1-((triisopropylsilyl)ethynyl)naphthalen-2-yl)ethyl)carbamate C(C)(C)[Si](C(C)C)(C(C)C)C#CC1=C(C=CC2=CC=CC=C12)CCNC(OC(C)(C)C)=O